7-(4-(methylamino)-5-(5-(4-(piperidine-4-carbonyl)piperazin-1-yl)-1,3,4-thiadiazol-2-yl)pyridin-2-yl)pyrrolo[1,2-b]pyridazine-3-carbonitrile CNC1=CC(=NC=C1C=1SC(=NN1)N1CCN(CC1)C(=O)C1CCNCC1)C1=CC=C2N1N=CC(=C2)C#N